bis-(2-methylallyl)cyclooctane CC(CC1(CCCCCCC1)CC(=C)C)=C